beta-D-mannosyl-uracil [C@@H]1([C@@H](O)[C@@H](O)[C@H](O)[C@H](O1)CO)C=1C(NC(NC1)=O)=O